CC1=C(C=CC=C1)CC=1SC(=CC1)C1=CC=C(C=C1)F 4-methyl-3-[5-(4-fluoro-phenyl)-2-thienylmeth-yl]benzene